C(=O)(O)[C@H](O)[C@@H](O)C(=O)O.O[C@@]1(C([C@@](CCC1)(C1=CC=C(C=C1)C(F)(F)F)NC)=O)C (2S,6R)-2-hydroxy-2-methyl-6-methylamino-6-(4-(trifluoromethyl)phenyl)cyclohexan-1-one L-(+)-tartrate